N-[2-amino-5-(4-fluorophenyl)phenyl]-5-(methylsulfonimidoyl)furo[3,2-b]pyridine-2-carboxamide NC1=C(C=C(C=C1)C1=CC=C(C=C1)F)NC(=O)C1=CC2=NC(=CC=C2O1)S(=O)(=N)C